(2S)-7-methyl-6-(2-methyl-2H-1,2,3-triazol-4-yl)-3,4-dihydro-1H-spiro[1,8-naphthyridine-2,3'-pyrrolidine], dihydrochloride salt Cl.Cl.CC1=C(C=C2CC[C@]3(CNCC3)NC2=N1)C1=NN(N=C1)C